(2S,4R)-6-chloro-4-hydroxy-N-(3-{3-[6-(trifluoromethyl)pyridin-3-yl]-1,2-oxazol-5-yl}bicyclo[1.1.1]pentan-1-yl)-3,4-dihydro-2H-1-benzopyran-2-carboxamide ClC=1C=CC2=C([C@@H](C[C@H](O2)C(=O)NC23CC(C2)(C3)C3=CC(=NO3)C=3C=NC(=CC3)C(F)(F)F)O)C1